biphenyldiphosphonic acid anion C1(=C(C(=CC=C1)P(O)(=O)[O-])P(O)(=O)[O-])C1=CC=CC=C1